ClC1=C(C=CC(=C1)CNC1CC(C1)(C)O)N1N=CC(=C1)C1=NC(=NC=C1C#N)NC1CCN(CC1)S(=O)(=O)CC 4-(1-(2-Chloro-4-((((1r,3r)-3-hydroxy-3-methylcyclobutyl)amino)methyl)phenyl)-1H-pyrazol-4-yl)-2-((1-(ethylsulfonyl)piperidin-4-yl)amino)pyrimidine-5-carbonitrile